6-hydroxy-1-methylcyclooct-4-ene-1-carboxylic acid OC1C=CCCC(CC1)(C(=O)O)C